ClC1=NC=CC=C1N1N=C(C=C1)N 1-(2-chloropyridin-3-yl)-1H-pyrazole-3-amine